(R)-tetrahydrofuran-2-carbohydrazide O1[C@H](CCC1)C(=O)NN